N-((1-(6-morpholinopyrimidin-4-yl)azetidin-3-yl)methyl)aniline O1CCN(CC1)C1=CC(=NC=N1)N1CC(C1)CNC1=CC=CC=C1